ClC1=CC=C(C=C1)CN1C=NC(=C1)CCNC(=O)[C@H]1N(C[C@@H](C1)O)C([C@H](C(C)(C)C)N1N=NC(=C1)C1CC1)=O (2S,4R)-N-[2-[1-[(4-chlorophenyl)methyl]imidazol-4-yl]ethyl]-1-[(2S)-2-(4-cyclopropyltriazol-1-yl)-3,3-dimethyl-butanoyl]-4-hydroxy-pyrrolidine-2-carboxamide